tert-butyl 4-(8-methoxypyrimido[4,5-c][1,8]naphthyridin-1-yl)-1,4-diazepan-1-carboxylate COC=1C=CC=2C3=C(C=NC2N1)N=CN=C3N3CCN(CCC3)C(=O)OC(C)(C)C